C(C)(C)(C)[Si](OCCO)(C)C tertiary butyl-dimethyl-hydroxyethoxysilane